4-(1-phenyl-4-(pyridin-3-ylmethoxy)-1H-pyrazolo[3,4-d]pyrimidin-4-yl)morpholine C1(=CC=CC=C1)N1NC=C2C1=NC=NC2(OCC=2C=NC=CC2)N2CCOCC2